NCCCC=1C=CC2=C(N(C=[N+]2CC)CC)C1 6-(3-aminopropyl)-1,3-diethyl-1H-1,3-benzodiazol-3-ium